2-(((1R)-1-(2-(3-azabicyclo[3.1.0]hexan-3-yl)-3,6-dimethyl-4-oxo-3,4-dihydroquinazolin-8-yl)ethyl)amino)benzoic acid C12CN(CC2C1)C1=NC2=C(C=C(C=C2C(N1C)=O)C)[C@@H](C)NC1=C(C(=O)O)C=CC=C1